(4-(4-(2-acetamidoprop-2-yl)-2,6-difluorophenyl)thiophen-2-yl)boronic acid C(C)(=O)NC(C)(C)C1=CC(=C(C(=C1)F)C=1C=C(SC1)B(O)O)F